C(CC)N1N(N(C=C1)CCC)CCC tripropyltriazole